CC=1N=C(SC1C)C(O)C=1C(=NC=C(C1)C=1C2=C(N=CN1)C=C(N=C2)N2CCOCC2)F (4,5-Dimethyl-thiazol-2-yl)-[2-fluoro-5-(7-morpholin-4-yl-pyrido[4,3-d]-pyrimidin-4-yl)-pyridin-3-yl]-methanol